COC=1C=2N(N=C(C1)C=1N=C3N(C(C1)=O)C=C(S3)[C@]3([C@@H](CNCC3)F)F)C=C(N2)C |r| 7-(8-methoxy-2-methyl-imidazo[1,2-b]pyridazin-6-yl)-2-[rac-(3r,4s)-3,4-difluoro-4-piperidinyl]thiazolo[3,2-a]pyrimidin-5-one